FC=1C=C(C=C(C1)F)NC(=O)N1C2CCC1CC=1C(=NC=CC12)F N-(3,5-difluorophenyl)-1-fluoro-6,7,8,9-tetrahydro-5H-5,8-epiminocyclohepta[c]pyridine-10-carboxamide